2-Methylquinoxaline-6-carboxylic acid tert-butyl ester C(C)(C)(C)OC(=O)C=1C=C2N=CC(=NC2=CC1)C